1H-1,3-benzodiazole-7-carboxylic acid N1C=NC2=C1C(=CC=C2)C(=O)O